(S)-4-(4-(1-cyclopropoxy-2-hydroxy-1-phenylethyl)-2-(4-ethynyl-4-hydroxy-[1,4'-bipiperidin]-1'-yl)quinazolin-6-yl)-6-methyl-1-tosyl-1,6-dihydro-7H-pyrrolo[2,3-c]pyridin-7-one C1(CC1)O[C@@](CO)(C1=CC=CC=C1)C1=NC(=NC2=CC=C(C=C12)C=1C2=C(C(N(C1)C)=O)N(C=C2)S(=O)(=O)C2=CC=C(C)C=C2)N2CCC(CC2)N2CCC(CC2)(O)C#C